NC1=NC=CC(=N1)C=1C=C(OC2=C(C=C(C=C2)NC(=O)C=2C(N(C=CC2)C2=CC=C(C=C2)F)=O)F)C=CC1O N-(4-(3-(2-aminopyrimidin-4-yl)-4-hydroxyphenoxy)-3-fluorophenyl)-1-(4-fluorophenyl)-2-oxo-1,2-dihydropyridine-3-carboxamide